CC=1C(=NC(=NC1)NC1=CC=NN1C)C=1N=C(OC1)C(=O)NCC1=NC=CN=C1 4-(5-methyl-2-((1-methyl-1H-pyrazol-5-yl)amino)pyrimidin-4-yl)-N-(pyrazin-2-ylmethyl)oxazole-2-carboxamide